N-methylpyridazin CN1NC=CC=C1